CC1=NC(=NO1)C1=CC=C2C=CN=C(C2=C1)NCCN1C(C=2N(CC1)C=C(C2)C(=O)OCC)=O Ethyl 2-(2-((7-(5-methyl-1,2,4-oxadiazol-3-yl) isoquinolin-1-yl) amino) ethyl)-1-oxo-1,2,3,4-tetrahydropyrrolo[1,2-a]pyrazine-7-carboxylate